BrC=1C=2N(C(=CC1)C(=O)OC)C=CN2 methyl 8-bromoimidazo[1,2-a]pyridine-5-carboxylate